BrC=1C=CC2=C(C(=NO2)NC=CC(=O)N)C1 3-((5-bromobenzo[d]isoxazol-3-yl)amino)propenamide